2-(4-(4-benzyl-3,5-dioxo-1,2,4-thiadiazolidin-2-yl)butoxy)-6-hydroxybenzoic acid C(C1=CC=CC=C1)N1C(N(SC1=O)CCCCOC1=C(C(=O)O)C(=CC=C1)O)=O